4-(2,6-dimethylpyridin-3-yl)-2,6-bis(3,6-diphenyl-9H-carbazol-9-yl)benzonitrile CC1=NC(=CC=C1C1=CC(=C(C#N)C(=C1)N1C2=CC=C(C=C2C=2C=C(C=CC12)C1=CC=CC=C1)C1=CC=CC=C1)N1C2=CC=C(C=C2C=2C=C(C=CC12)C1=CC=CC=C1)C1=CC=CC=C1)C